4-[(4-Cyano-phenyl)-(5,6-dimethoxy-benzothiazol-2-ylcarbamoyl)-methoxy]-N-(2-pyrrolidin-1-yl-ethyl)-benzamide C(#N)C1=CC=C(C=C1)C(OC1=CC=C(C(=O)NCCN2CCCC2)C=C1)C(NC=1SC2=C(N1)C=C(C(=C2)OC)OC)=O